C(C1=CC=CC=C1)OC=1C=C(C2=CC=CC=C2C1)CC1=CN(C2=C1N=C(N=C2N2C[C@@H](N(CC2)C(=O)OCC2=CC=CC=C2)CC#N)OC[C@H]2N(CCC2)C)C benzyl (S)-4-(7-((3-(benzyloxy)naphthalen-1-yl)methyl)-5-methyl-2-(((S)-1-methylpyrrolidin-2-yl)methoxy)-5H-pyrrolo[3,2-d]pyrimidin-4-yl)-2-(cyanomethyl)piperazine-1-carboxylate